Benzyl N-[(1S,2S,3R,5R)-2-fluoro-8-azabicyclo[3.2.1]octan-3-yl]carbamate, hydrochloride salt Cl.F[C@H]1[C@@H]2CC[C@H](C[C@H]1NC(OCC1=CC=CC=C1)=O)N2